7-oxo-9-(4-methoxyphenyl)-8-(4-dimethylaminobenzyl)-3,6-dioxa-8-aza-nonyl-N,N-dimethylamine O=C(OCCOCCN(C)C)N(CC1=CC=C(C=C1)OC)CC1=CC=C(C=C1)N(C)C